FC(C(=O)O)(F)F.FC(C(=O)O)(F)F.C1(=CC=CC=C1)O phenol bistrifluoroacetate